(3R)-3-[(tert-Butyldimethylsilyl)oxy]-1-oxo-8-azaspiro[4.5]decane-8-carboxylic acid tert-butyl ester C(C)(C)(C)OC(=O)N1CCC2(C[C@H](CC2=O)O[Si](C)(C)C(C)(C)C)CC1